2-(5-chloropyridin-3-yl)-2,8-diazaspiro[4.5]decan-3-one hydrochloride Cl.ClC=1C=C(C=NC1)N1CC2(CC1=O)CCNCC2